dibenzyl-disulfane C(C1=CC=CC=C1)SSCC1=CC=CC=C1